4-(4-chloro-3-methoxyphenoxy)-N-(2-(difluoromethoxy)-4-fluoro-5-nitrophenyl)-1,3,5-triazin-2-amine ClC1=C(C=C(OC2=NC(=NC=N2)NC2=C(C=C(C(=C2)[N+](=O)[O-])F)OC(F)F)C=C1)OC